ClC1=CC=C2C(=C(NC2=C1C)C(=O)N1CCC(CC1)C=1C=C2CN(C(C2=CC1)=O)C1C(NC(CC1)=O)=O)C 3-(5-(1-(6-chloro-3,7-dimethyl-1H-indole-2-carbonyl)piperidin-4-yl)-1-oxoisoindolin-2-yl)piperidine-2,6-dione